Orotidine 5'-monophosphate trisodium salt [Na+].[Na+].[Na+].P(=O)([O-])([O-])OC[C@@H]1[C@H]([C@H]([C@@H](O1)N1C(=O)NC(=O)C=C1C(=O)O)O)O